tert-butyl (3S,4S)-4-(5-chloro-2-pyridyl)-3-(8-quinolylcarbamoyl)piperidine-1-carboxylate ClC=1C=CC(=NC1)[C@@H]1[C@@H](CN(CC1)C(=O)OC(C)(C)C)C(NC=1C=CC=C2C=CC=NC12)=O